3-methyl-7-(trifluoromethyl)benzofuran-2-carbonitrile CC1=C(OC2=C1C=CC=C2C(F)(F)F)C#N